Tert-butyl 2-(2-(3-chloro-2-fluorophenyl) propan-2-ylamino)-2-oxoethylcarbamate ClC=1C(=C(C=CC1)C(C)(C)NC(CNC(OC(C)(C)C)=O)=O)F